C1(=CC=CC=C1)C1CN=C(N1)SCCCN1CCCCC1 1-(3-((5-phenyl-4,5-dihydro-1H-imidazol-2-yl)thio)propyl)piperidine